1,4-bis(phenylmethylamino)-1,4-disilabutane C1(=CC=CC=C1)CN[SiH2]CC[SiH2]NCC1=CC=CC=C1